4-(2-acetamidophenyl)-2-amino-4-oxobutanoic acid C(C)(=O)NC1=C(C=CC=C1)C(CC(C(=O)O)N)=O